FC(OC1=CC=C(C=C1)S(=O)(=O)N1[C@H]2CC(C[C@@H]1CC2)N)F (1R,3s,5S)-8-((4-(Difluoromethoxy)phenyl)sulfonyl)-8-azabicyclo[3.2.1]octan-3-amine